(2S,4R)-4-Fluoro-N-[(1S)-1-(2-amino-2-oxo-ethyl)prop-2-ynyl]-1-[1-(trifluoromethyl)-cyclopropanecarbonyl]pyrrolidine-2-carboxamide F[C@@H]1C[C@H](N(C1)C(=O)C1(CC1)C(F)(F)F)C(=O)N[C@H](C#C)CC(=O)N